N-(6-bromo-2-isopropoxy-3-pyridyl)-5-methyl-3-phenyl-isoxazole-4-carboxamide BrC1=CC=C(C(=N1)OC(C)C)NC(=O)C=1C(=NOC1C)C1=CC=CC=C1